cyclopropyl-(1H-indol-1-yl)methanone C1(CC1)C(=O)N1C=CC2=CC=CC=C12